OC=1C(=C(C(=O)OC)C=CC1)C methyl hydroxy-2-methylbenzoate